BrC1=C(CCC2=CC(=CC=C12)OCCCC)C=O 1-bromo-6-butoxy-3,4-dihydronaphthalene-2-carbaldehyde